CC1(SC2=C(CO1)C=CC=C2)C 2,2-Dimethyl-4H-3,1-benzoxathiin